N'-[methylenebis(4,1-phenylene)]bis[benzamide] C(C1=CC=C(C=C1)C1=C(C(=O)N)C=CC=C1)C1=CC=C(C=C1)C1=C(C(=O)N)C=CC=C1